Racemic-t-butyl 4-[3-[(2,6-dioxo-3-piperidyl)-methyl-amino]phenyl]-3,3-difluoro-piperidine-1-carboxylate O=C1NC(CCC1N(C=1C=C(C=CC1)C1C(CN(CC1)C(=O)OC(C)(C)C)(F)F)C)=O